4-((2,4-Difluoro-3-(1-isopropyl-1H-pyrazol-4-yl)phenyl)((4-(4-methoxy-3-methylphenyl)bicyclo[2.2.2]octan-1-yl)methyl)carbamoyl)cyclohexyl trans-3-hydroxyazetidine-1-carboxylate OC1CN(C1)C(=O)OC1CCC(CC1)C(N(CC12CCC(CC1)(CC2)C2=CC(=C(C=C2)OC)C)C2=C(C(=C(C=C2)F)C=2C=NN(C2)C(C)C)F)=O